ClC=1C=C(C=C(C1)F)NC(NC1=C(C(=O)NCCO)C=CC(=C1)Cl)=O 2-[3-(3-chloro-5-fluorophenyl)ureido]-4-chloro-N-(2-hydroxy-ethyl)benzamide